NC1=NC=CC=C1C1=NC=2C(=NC(=CC2)N2CC(NCCC2)=O)N1C1=CC=C(C=C1)CO 4-(2-(2-aminopyridin-3-yl)-3-(4-(hydroxymethyl)phenyl)-3H-imidazo[4,5-b]pyridin-5-yl)-1,4-diazepan-2-one